CC=1C=2N(N=C(C1)C=1C=NC=CC1)C(=CN2)C(=O)O 8-methyl-6-(pyridin-3-yl)imidazo[1,2-b]Pyridazine-3-carboxylic acid